1,1-bis(tert-hexyl-peroxyl)cyclohexane C(C)(C)(CCC)OOC1(CCCCC1)OOC(C)(C)CCC